octylphenylether sulfate S(=O)(=O)(O)O.C(CCCCCCC)OC1=CC=CC=C1